3-methylcyclohexane-1,2-dicarboxylic acid, calcium salt [Ca+2].CC1C(C(CCC1)C(=O)[O-])C(=O)[O-]